N-(2-(2-(cyclopropanesulfonamido)pyrimidin-4-yl)butan-2-yl)-4-(6-ethoxypyrazin-2-yl)-2-fluorobenzamide C1(CC1)S(=O)(=O)NC1=NC=CC(=N1)C(C)(CC)NC(C1=C(C=C(C=C1)C1=NC(=CN=C1)OCC)F)=O